O1C(CCC1)C1(CCC1)C(=O)OCC ethyl 1-(tetrahydrofuran-2-yl)cyclobutane-1-carboxylate